C1N(CC=2N=NC=3CCCCC3C21)C(CC2CN(C2)C2=CC(=NC=C2)C(F)(F)F)=O 1-(1,3,6,7,8,9-Hexahydro-pyrrolo[3,4-c]cinnolin-2-yl)-2-[1-(2-trifluoromethyl-pyridin-4-yl)-azetidin-3-yl]-ethanone